C1(CC1)COC1=CC=C(N=N1)C=O 6-(cyclopropylmethoxy)pyridazine-3-carbaldehyde